ClC=1C=C2C(=NC(=NC2=C(C1C1=CC=C(C2=C1N=C(S2)N)F)F)OC[C@H]2N(CCC2)C)N2CCNCC(C2)(F)F 4-(6-chloro-4-(6,6-difluoro-1,4-diazepan-1-yl)-8-fluoro-2-(((S)-1-methylpyrrolidin-2-yl)methoxy)quinazolin-7-yl)-7-fluorobenzo[d]thiazol-2-amine